FC=1C=C(C=C(C1OC(F)(F)F)F)C1=C(C=C(C=C1)C1=CCC(CC1)C1OCC(CO1)CCC)F 2-[4-[4-[3,5-difluoro-4-(trifluoromethoxy)-phenyl]-3-fluoro-phenyl]cyclohex-3-en-1-yl]-5-propyl-1,3-dioxane